C(C)(C)(C)OC(=O)N[C@H]1[C@H]([C@@H]2C(C[C@H]1C2)=O)C(=O)O (1R,2S,3R,4R)-3-((tert-butoxycarbonyl)amino)-6-oxobicyclo[2.2.1]heptane-2-carboxylic acid